ethyl 1-(3,5-difluorophenyl)-3-methyl-2-oxo-azetidine-3-carboxylate FC=1C=C(C=C(C1)F)N1C(C(C1)(C(=O)OCC)C)=O